CC1=NC=CC(=C1)I 2-methyl-4-iodopyridine